C(C)(C)(C)OC(=O)N1C[C@@H](N(CC1)CC=1N=NC=CC1)C(F)F (3R)-3-(difluoromethyl)-4-((pyridazin-3-yl)methyl)piperazine-1-carboxylic acid tert-butyl ester